The molecule is a L-threonine derivative. It has a role as a coenzyme. It is a conjugate acid of a coenzyme B(3-). C[C@H]([C@@H](C(=O)O)NC(=O)CCCCCCS)OP(=O)(O)O